NC=1C(=NON1)C(=O)N1CC2NS(C=3C(OCC2C1)=C(N(C3)C)C(=O)NC3=CC(=C(C=C3)F)C)(=O)=O 2-(4-amino-1,2,5-oxadiazole-3-carbonyl)-N-(4-fluoro-3-methylphenyl)-7-methyl-2,3,3a,4,10,10a-hexahydro-1H,7H-dipyrrolo[3,4-b:3',4'-f][1,4,5]oxathiazocine-8-carboxamide 5,5-dioxide